N-(7-chloro-6-(1-(4-hydroxy-3-methyltetrahydrofuran-3-yl)piperidin-4-yl)isoquinolin-3-yl)-2-(1-(difluoromethyl)-1H-pyrazol-4-yl)acetamide ClC1=C(C=C2C=C(N=CC2=C1)NC(CC=1C=NN(C1)C(F)F)=O)C1CCN(CC1)C1(COCC1O)C